4-((3-((8-Cyclopentyl-7H-purine-6-carboxamido)methyl)-5-fluorophenyl)amino)benzoic acid C1(CCCC1)C1=NC2=NC=NC(=C2N1)C(=O)NCC=1C=C(C=C(C1)F)NC1=CC=C(C(=O)O)C=C1